OCC[N+](=O)[O-] (Hydroxymethyl)nitromethane